C(C=C)OC=1C=C(C(=NC1)N1C(N(C=2C=NC=3C=C(C(=CC3C21)C=2C=NN(C2)C)OC)C)=O)F 1-(5-Allyloxy-3-fluoropyridin-2-yl)-7-methoxy-3-methyl-8-(1-methyl-1H-pyrazol-4-yl)-1,3-dihydroimidazo[4,5-c]-quinolin-2-one